(hydroxymethyl)tetrahydro-2H-pyran-2-carboxylic acid OCC1(OCCCC1)C(=O)O